CC1=C2C(=NC=C1C1=CC=C(N1)C(=O)N1C[C@H](CC1)C(=O)NC1=CC(=C(C(=C1)F)F)F)NC=C2 (S)-1-(5-(4-methyl-1H-pyrrolo[2,3-b]pyridin-5-yl)-1H-pyrrole-2-carbonyl)-N-(3,4,5-trifluorophenyl)pyrrolidine-3-carboxamide